rac-(3R,4R)-pyrrolidine-3,4-diol N1C[C@H]([C@@H](C1)O)O |r|